6-(2,3-difluorophenyl)-2-[(4-fluoro-2-pyridyl)oxymethyl]imidazo[1,2-a]pyrimidine FC1=C(C=CC=C1F)C=1C=NC=2N(C1)C=C(N2)COC2=NC=CC(=C2)F